NCCCCCNC1=C(C(=O)NC=2N=NC(=CC2)N(C)C)C=CC(=C1)C 2-((5-Aminopentyl)amino)-N-(6-(dimethylamino)pyridazin-3-yl)-4-methylbenzamide